N[C@@H](C(=O)NC1=C(C=CC=C1)C)CC1=CC=CC=C1 (R)-2-amino-3-phenyl-N-(2-tolyl)-propionamide